5,6-difluoroisoquinolin FC1=C2C=CN=CC2=CC=C1F